C(C)(C)(C)OC(O)=O.C(=C)C1=CC=C(CN)C=C1 4-vinylbenzylamine tert-butyl-carbonate